N-(4-(4-amino-2-ethyl-1H-imidazo[4,5-c]quinolin-1-yl)butyl)-N-(1,1-dioxothietin-3-yl)acetamide NC1=NC=2C=CC=CC2C2=C1N=C(N2CCCCN(C(C)=O)C2=CS(C2)(=O)=O)CC